C(C(=O)OCC)(=O)OCCC(CC(CCCC(C)C)=C)C 3,9-dimethyl-5-methylenedecyl ethyl oxalate